(R)-2-(3-(4-amino-2-oxo-3-(4-phenoxyphenyl)-2,3-dihydro-1H-imidazo[4,5-c]pyridin-1-yl)piperidine-1-carbonyl)-4-methyl-4-(4-(4-methylpiperazin-1-yl)pyrimidin-2-yl)pent-2-enenitrile NC1=NC=CC2=C1N(C(N2[C@H]2CN(CCC2)C(=O)C(C#N)=CC(C)(C2=NC=CC(=N2)N2CCN(CC2)C)C)=O)C2=CC=C(C=C2)OC2=CC=CC=C2